ClC1=C(C(=NC=N1)NC1=C(C=C(C(=C1)C1=NC(=NC=C1)N(C)C)F)N1C[C@@H](N([C@@H](C1)C)C)C)N 6-chloro-N4-(5-(2-(dimethylamino)pyrimidin-4-yl)-4-fluoro-2-((3S,5R)-3,4,5-trimethylpiperazin-1-yl)phenyl)pyrimidine-4,5-diamine